3-aminopyrazin NC=1C=NC=CN1